FC=1C=C(C=CC1)[C@@H](O)[C@@H]1N[C@H](CC1)C=1C=NC=CC1 (R)-(3-Fluorophenyl)((2R,5R)-5-(pyridin-3-yl)pyrrolidin-2-yl)methanol